N-(2-(5-ethyl-2,5-diazaspiro[3.4]octan-2-yl)-5-((4-(8-fluoro-2-oxo-5,6-dihydro-4H-imidazo[4,5,1-ij]quinolin-1(2H)-yl)pyrimidin-2-yl)amino)-4-methoxyphenyl)acrylamide C(C)N1C2(CN(C2)C2=C(C=C(C(=C2)OC)NC2=NC=CC(=N2)N2C(N3CCCC4=CC(=CC2=C34)F)=O)NC(C=C)=O)CCC1